tert-butyl 7-[[3-(2,6-dioxo-3-piperidyl)-5-fluoro-1-methyl-indazol-6-yl]amino]-2-azaspiro[3.5]nonane-2-carboxylate O=C1NC(CCC1C1=NN(C2=CC(=C(C=C12)F)NC1CCC2(CN(C2)C(=O)OC(C)(C)C)CC1)C)=O